C1(CCC1)OC1=CC=2N(C=C1C(=O)NC1=NC(=CC=C1)OC)C=C(N2)C2CC2 7-Cyclobutoxy-2-cyclopropyl-N-(6-methoxypyridin-2-yl)imidazo[1,2-a]pyridine-6-carboxamide